C(CC(=O)O)(=O)O.ClC=1C=CC=C2C=CC(=NC12)NC1=CC=C(C=C1)OC(F)(F)F 8-chloro-N-(4-(trifluoromethoxy)phenyl)quinolin-2-amine malonate